C(#N)C1=CC(=C(C=C1)[NH-])Cl (4-cyano-2-chlorophenyl)amid